3-isopropenylbenzene C(=C)(C)C=1C=CC=CC1